C(C1=CC=CC=C1)OC1=NC(=CC=C1C1=NN(C2=C(C=CC=C12)N1CCC(CC1)C(OC)OC)C)OCC1=CC=CC=C1 3-(2,6-dibenzyloxy-3-pyridyl)-7-[4-(dimethoxymethyl)-1-piperidyl]-1-methyl-indazole